N-ethyl-N-(2-{[8-fluoro-6-hydroxy-7-(1,1,4-trioxo-1λ6,2,5-thiadiazolidin-2-yl)naphthalen-2-yl]oxy}ethyl)urea C(C)N(C(=O)N)CCOC1=CC2=C(C(=C(C=C2C=C1)O)N1S(NC(C1)=O)(=O)=O)F